FC(N1N=C(C=C1)C=1C(=CC(=NC1)NC1=NC(=NC=C1)C=1C(=NN(C1)CC(F)(F)F)C)NC1CCC(CC1)CCO)F 2-((1s,4s)-4-((5-(1-(Difluoromethyl)-1H-pyrazol-3-yl)-2-((2-(3-methyl-1-(2,2,2-trifluoroethyl)-1H-pyrazol-4-yl)pyrimidin-4-yl)amino)pyridin-4-yl)amino)cyclohexyl)ethan-1-ol